[K].[Se] selenium, potassium salt